2-(difluoromethyl)-5-[6-(6-isoquinolyloxymethyl)-3-pyridyl]-1,3,4-oxadiazole FC(C=1OC(=NN1)C=1C=NC(=CC1)COC=1C=C2C=CN=CC2=CC1)F